ClC1=C(C=2C(=NC=C(C2)C=2C(=NN(C2)C2CCNCC2)OC)N1S(=O)(=O)C1=CC=C(C)C=C1)C1=CC(=CC=C1)F 2-chloro-3-(3-fluorophenyl)-5-(3-methoxy-1-(piperidin-4-yl)-1H-pyrazol-4-yl)-1-tosyl-1H-pyrrolo[2,3-b]pyridine